ClC1=CC=C(C=C1)NC1=NC=NC(=C1)C=1C=NN(C1)CC1=CC=C(C=C1)C(C)C (p-chlorophenyl)-6-{1-[(p-isopropylphenyl)methyl]-1H-pyrazol-4-yl}-4-pyrimidinylamine